2-amino-5-(trifluoromethyl)benzaldehyde NC1=C(C=O)C=C(C=C1)C(F)(F)F